5-Bromo-2-(3-chloro-pyridin-2-yl)-2H-pyrazole-3-carboxylic acid [4-cyano-2-(1-cyclopropyl-ethylcarbamoyl)-6-methyl-phenyl]-amide C(#N)C1=CC(=C(C(=C1)C)NC(=O)C=1N(N=C(C1)Br)C1=NC=CC=C1Cl)C(NC(C)C1CC1)=O